N1=NC=C(C=C1)N1CCCCC1 N-(pyridazin-4-yl)piperidine